C1(CC1)C1=C(C(=NO1)C1=C(C=CC=C1Cl)Cl)CO[C@@H]1[C@H]2[C@@H](N([C@@H](C1)C2)C2=CC=C(C(=O)O)C=C2)CC 4-[(1R,3S,4R,5S)-5-[[5-cyclopropyl-3-(2,6-dichlorophenyl)-1,2-oxazol-4-yl]methoxy]-3-ethyl-2-azabicyclo[2.2.1]heptan-2-yl]benzoic acid